2-(dimethylamino)-N-((3-(4-(((3S,4R)-3-fluoro-1-methylpiperidin-4-yl)amino)-1-(2,2,2-trifluoroethyl)-1H-indol-2-yl)-1,2,4-oxadiazol-5-yl)methyl)thiazole-5-carboxamide CN(C=1SC(=CN1)C(=O)NCC1=NC(=NO1)C=1N(C2=CC=CC(=C2C1)N[C@H]1[C@H](CN(CC1)C)F)CC(F)(F)F)C